C(C=C)(=O)I.[Zn].[Ga] gallium-zinc alloyl-iodine